C(=C)OCCCCCCCCC=CCC=CCC=CCC 9,12,15-octadecatrienyl vinyl ether